OC1=CC=C(C=C1)C1=CC(=NN1)C1=CC=C(C=C1)NS(=O)(=O)C1=CC=C(C=C1)C N-(4-(5-(4-hydroxyphenyl)-1H-pyrazol-3-yl)phenyl)-4-methylbenzenesulfonamide